tert-butyl 2-(5-fluoro-2-(4-morpholino-3-nitrobenzamido) phenyl)acetate FC=1C=CC(=C(C1)CC(=O)OC(C)(C)C)NC(C1=CC(=C(C=C1)N1CCOCC1)[N+](=O)[O-])=O